tert-Butyl 4-isonicotinamidopiperidine-1-carboxylate C(C1=CC=NC=C1)(=O)NC1CCN(CC1)C(=O)OC(C)(C)C